1'-(10-bromo-7,8-difluoro-6,11-dihydrodibenzo[b,e]thiepin-11-yl)-4',6'-dioxo-1',2',4',6'-tetrahydrospiro[cyclopropane-1,3'-pyrido[1,2-b]pyridazin]-5'-yl acetate C(C)(=O)OC=1C(C=CN2N(CC3(C(C21)=O)CC3)C3C2=C(SCC1=C3C(=CC(=C1F)F)Br)C=CC=C2)=O